(6R)-12-benzyl-6-benzyloxy-17-nitro-6,15-bis(trifluoromethyl)-19-oxa-3,4,13,18-tetraazatricyclo[12.3.1.12,5]nonadeca-1(18),2,4,9,14,16-hexa-ene C(C1=CC=CC=C1)C1CC=CCC[C@@](C2=NN=C(C=3C(=CC(=C(N1)N3)C(F)(F)F)[N+](=O)[O-])O2)(C(F)(F)F)OCC2=CC=CC=C2